2-(6-(2-(8-oxa-3-azabicyclo[3.2.1]octan-3-yl)thiazol-4-yl)-2,3-difluorophenoxy)-N-(6-((3-(2,6-dioxopiperidin-3-yl)-4-oxo-3,4-dihydrobenzo[d][1,2,3]triazin-6-yl)amino)hexyl)acetamide C12CN(CC(CC1)O2)C=2SC=C(N2)C2=CC=C(C(=C2OCC(=O)NCCCCCCNC2=CC1=C(N=NN(C1=O)C1C(NC(CC1)=O)=O)C=C2)F)F